2-chloro-3-(methylsulfanyl)-N-(1-methyl-1H-tetrazol-5-yl)-4-(trifluoromethyl)-benzamide ClC1=C(C(=O)NC2=NN=NN2C)C=CC(=C1SC)C(F)(F)F